1-((1r,4r)-4-aminocyclohexyl)-3-(4-(4,5-difluoro-2-methoxyphenyl)pyridin-2-yl)urea NC1CCC(CC1)NC(=O)NC1=NC=CC(=C1)C1=C(C=C(C(=C1)F)F)OC